S1C(=NC=C1)C(=O)Cl 1,3-thiazole-2-carbonyl chloride